ClC=1N=C(C=2N=C(N=C(C2N1)NC)NCC(=C)C)NC 6-chloro-N4,N8-dimethyl-N2-(2-methylallyl)pyrimido[5,4-d]pyrimidine-2,4,8-triamine